CN(C1=CC=C(C=2OC3=CC=CC=C3C(C2O)=O)C=C1)C 4'-dimethylamino-3-hydroxyflavone